(5'S,7a'R)-1-benzoyl-5'-(3,5-difluorophenyl)tetrahydro-3'H-spiro[piperidine-4,2'-pyrrolo[2,1-b]oxazol]-3'-one C(C1=CC=CC=C1)(=O)N1CCC2(C(N3[C@H](O2)CC[C@H]3C3=CC(=CC(=C3)F)F)=O)CC1